C(C)OC=1C(=NN(N1)C1=CC=C(C=C1)C(F)(F)F)CC1=CC(=NC=C1)C(F)(F)F 4-[[5-ethoxy-2-[4-(trifluoromethyl)phenyl]-2H-1,2,3-triazol-4-yl]methyl]-2-(trifluoromethyl)pyridine